10,10,10-trifluoro-1-decene FC(CCCCCCCC=C)(F)F